ClC1=C(C=CC=C1NC(=S)OC1=C(C=C(C=C1)Cl)C)B(O)O [2-chloro-3-[(4-chloro-2-methyl-phenoxy)carbothioylamino]phenyl]boronic acid